N1C(=NC2=C1C=CC=C2)NCC2=CNC1=CC=C(C=C21)C(=O)O 3-(((1H-benzo[d]imidazol-2-yl)amino)methyl)-1H-indole-5-carboxylic acid